CC1=NC=2CCCCC2C(N1)=O 2-methyl-5,6,7,8-tetrahydroquinazolin-4(3H)-one